iminodisuccinat N(C(C(=O)[O-])CC(=O)[O-])C(C(=O)[O-])CC(=O)[O-]